FC1(CCC(CC1)C1=NC(=NC2=C1N=C(N(C2=O)C)C(F)(F)F)[C@H]2C[C@H](OCC2)C=2C=NN(C2)C)F 8-(4,4-difluorocyclohexyl)-3-methyl-6-[(2S,4R)-2-(1-methylpyrazol-4-yl)tetrahydropyran-4-yl]-2-(trifluoromethyl)pyrimido[5,4-d]pyrimidin-4-one